4-Benzyloxy-2-[5-chloro-4-(2-hydroxy-1,1-dimethyl-ethyl)-2-methyl-phenyl]-1,6-naphthyridine-5-carbonitrile C(C1=CC=CC=C1)OC1=CC(=NC=2C=CN=C(C12)C#N)C1=C(C=C(C(=C1)Cl)C(CO)(C)C)C